5-(((S)-4,4-difluoro-1-methylpyrrolidin-2-yl)methoxy)-N-((R)-1-(3-(1-ethyl-1H-pyrazol-3-yl)-5-(1-methyl-1H-pyrazol-4-yl)phenyl)ethyl)-2-methylbenzamide FC1(C[C@H](N(C1)C)COC=1C=CC(=C(C(=O)N[C@H](C)C2=CC(=CC(=C2)C=2C=NN(C2)C)C2=NN(C=C2)CC)C1)C)F